2-bromo-6,7-dimethoxyquinoline BrC1=NC2=CC(=C(C=C2C=C1)OC)OC